FC(OC=1C=CC(=C(C1)[C@H](CC(=O)O)NC(CNC(=O)C1=CC(=C2C=NNC2=C1)NC=1NCC(CN1)F)=O)F)F (3S)-3-(5-(difluoromethoxy)-2-fluorophenyl)-3-(2-(4-((5-fluoro-1,4,5,6-tetrahydropyrimidin-2-yl)amino)-1H-indazole-6-carboxamido)acetamido)propanoic acid